5-(2-{1,3-dioxo-2-[2-(2-oxopyrrolidin-1-yl)acetyl]-2,3-dihydro-1H-inden-5-yl}ethynyl)-2-[2-(2-oxopyrrolidin-1-yl)acetyl]-2,3-dihydro-1H-indene-1,3-dione O=C1C(C(C2=CC(=CC=C12)C#CC=1C=C2C(C(C(C2=CC1)=O)C(CN1C(CCC1)=O)=O)=O)=O)C(CN1C(CCC1)=O)=O